NC=1C(=C(C(=O)C2=CC=CC=C2)C=CC1OC1=CC=CC=C1)N di-amino-4-phenoxybenzophenone